C1(CCC1)C1=NC=CC(=C1)C1=C(N=C(S1)N)C 5-(2-cyclobutylpyridin-4-yl)-4-methylthiazol-2-amine